ClC1=C2C(=NC=C1)N(C=C2)C2(CC2)C(=O)O 1-(4-chloro-1H-pyrrolo[2,3-b]pyridin-1-yl)cyclopropane-1-carboxylic acid